(2-chloropyrimidin-5-yl)(pyridin-2-yl)methanol ClC1=NC=C(C=N1)C(O)C1=NC=CC=C1